N-(3-methyloxetan-3-yl)pyridine-3-sulfonamide CC1(COC1)NS(=O)(=O)C=1C=NC=CC1